CC(C)(N)N 2,2-propanediamine